C(C)(C)(C)C1=CC=C(S1)C=1N=C2SCCCN2C(C1C#N)=O 8-(5-tert-butylthiophen-2-yl)-6-oxo-2H,3H,4H,6H-pyrimido[2,1-b][1,3]thiazine-7-carbonitrile